C(C)(C)(C)OC(CC1(CCN(CC1)C1=C(C=C(C=C1)N)Cl)O)=O.CN1C[C@H]([C@@H](C1)COC(CCCCCCC\C=C/CCCCCCCC)=O)COC(CCCCCCC\C=C/CCCCCCCC)=O Trans-1-methyl-3,4-bis(((Z)-octadeca-9-enoyloxy)methyl)pyrrolidine tert-butyl-2-[1-(4-amino-2-chloro-phenyl)-4-hydroxy-4-piperidyl]acetate